CN(C)C[SiH](C1=CC=C(C=C)C=C1)COCC 4-(dimethylaminomethylethoxymethylsilyl)styrene